2,3-bis(4-fluorophenyl)acrylic acid anhydride FC1=CC=C(C=C1)C(C(=O)OC(C(=CC1=CC=C(C=C1)F)C1=CC=C(C=C1)F)=O)=CC1=CC=C(C=C1)F